ClCCC(=O)NC=1C=C2C(=NC1)NN=C2C2=NC1=C(N2)C=C(C=C1)F 3-chloro-N-(3-(6-fluoro-1H-benzoimidazol-2-yl)-1H-pyrazolo[3,4-b]pyridin-5-yl)propanamide